2-(5-(difluoromethyl)-3-(3-(1-(o-tolyl)cyclopropyl)-1,2,4-oxadiazol-5-yl)-1H-pyrazol-1-yl)-N-(2-methoxyethyl)acetamide FC(C1=CC(=NN1CC(=O)NCCOC)C1=NC(=NO1)C1(CC1)C1=C(C=CC=C1)C)F